C(C)OC(C(C)(C)N1N=C(C=C1)C1=NC=C(C(=C1)N1C(C(=C(C=C1C)OCC1=NC=C(C=C1F)F)Cl)=O)C)=O.C(CCCCCCCCCCCCCCCCCCCCCCCCCCCCC)NC(=O)OCC n-triacontyl-urethane ethyl-2-(3-{3-chloro-4-[(3,5-difluoropyridin-2-yl)methoxy]-5',6-dimethyl-2-oxo-[1,4'-bipyridin]-2'-yl}pyrazol-1-yl)-2-methylpropanoate